ClC1=CC=C2C(=NC(N(C2=C1)C=1C=C(OCC(=O)NC2=CC(=CC=C2)C(F)(F)F)C=CC1)=O)N(C)C 2-(3-(7-chloro-4-(dimethylamino)-2-oxoquinazolin-1(2H)-yl)phenoxy)-N-(3-(trifluoromethyl)phenyl)acetamide